cholest-5-en-3β-yl nonadecanoate C(CCCCCCCCCCCCCCCCCC)(=O)O[C@@H]1CC2=CC[C@H]3[C@@H]4CC[C@H]([C@@H](CCCC(C)C)C)[C@]4(CC[C@@H]3[C@]2(CC1)C)C